CN1N=C(C2=CC=C(C=C12)C(=O)NC=1C=CC=2N(C1)C=C(N2)C2N(CCC2)C)C 1,3-dimethyl-N-[2-(1-methylpyrrolidin-2-yl)imidazo[1,2-a]pyridin-6-yl]-1H-indazole-6-carboxamide